CN1N=C2C(=N1)C=CC(=C2)C(=O)N 2-methyl-2H-benzo[d][1,2,3]triazole-5-carboxamide